BrC1=CC(=C(N)C(=C1)[N+](=O)[O-])OC 4-bromo-2-methoxy-6-nitro-aniline